methyl 4-(4-cyano-2-methylphenoxy)-6-(trifluoromethyl)pyridazine-3-carboxylate C(#N)C1=CC(=C(OC2=C(N=NC(=C2)C(F)(F)F)C(=O)OC)C=C1)C